tert-Butyl 3-oxo-4-(2,4,5-trifluorophenyl)butanoate O=C(CC(=O)OC(C)(C)C)CC1=C(C=C(C(=C1)F)F)F